C(C)(C)(C)OC(=O)N1CCC(CC1)(CNC1=NN2C(C=3OCCCC13)=NC(=C2)C)F 4-Fluoro-4-[(2-methyl-7,8-dihydro-6H-9-oxa-1,3a,4-triaza-cyclopenta[a]naphthalen-5-ylamino)-methyl]-piperidine-1-carboxylic acid tert-butyl ester